2-(3-((1r,3r)-3-methoxy-1-(4-methyl-4H-1,2,4-triazol-3-yl)cyclobutyl)-5-methyl-phenyl)-6-(((1-methylcyclobutyl)amino)methyl)-4-(trifluoromethyl)isoindolin-1-one COC1CC(C1)(C1=NN=CN1C)C=1C=C(C=C(C1)C)N1C(C2=CC(=CC(=C2C1)C(F)(F)F)CNC1(CCC1)C)=O